niobium 2-ethyl-hexane Calcium (S)-4-(2-(4-(2-acetyl-5-chlorophenyl)-3-methoxy-6-oxopyridazin-1(6H)-yl)-3-phenylpropionamido)benzoate salt C(C)(=O)C1=C(C=C(C=C1)Cl)C=1C(=NN(C(C1)=O)[C@H](C(=O)NC1=CC=C(C(=O)[O-])C=C1)CC1=CC=CC=C1)OC.[Ca+2].C(C)C(C)CCCC.[Nb+5].C(C)(=O)C1=C(C=C(C=C1)Cl)C=1C(=NN(C(C1)=O)[C@H](C(=O)NC1=CC=C(C(=O)[O-])C=C1)CC1=CC=CC=C1)OC.C(C)(=O)C1=C(C=C(C=C1)Cl)C=1C(=NN(C(C1)=O)[C@H](C(=O)NC1=CC=C(C(=O)[O-])C=C1)CC1=CC=CC=C1)OC.C(C)(=O)C1=C(C=C(C=C1)Cl)C=1C(=NN(C(C1)=O)[C@H](C(=O)NC1=CC=C(C(=O)[O-])C=C1)CC1=CC=CC=C1)OC.C(C)(=O)C1=C(C=C(C=C1)Cl)C=1C(=NN(C(C1)=O)[C@H](C(=O)NC1=CC=C(C(=O)[O-])C=C1)CC1=CC=CC=C1)OC.C(C)(=O)C1=C(C=C(C=C1)Cl)C=1C(=NN(C(C1)=O)[C@H](C(=O)NC1=CC=C(C(=O)[O-])C=C1)CC1=CC=CC=C1)OC.C(C)(=O)C1=C(C=C(C=C1)Cl)C=1C(=NN(C(C1)=O)[C@H](C(=O)NC1=CC=C(C(=O)[O-])C=C1)CC1=CC=CC=C1)OC